NC=1C=C(NC2C(NC(CC2)=O)=O)C=CC1 3-(3-Aminoanilino)piperidine-2,6-dione